5-(4-{[3-(3-bromophenyl)-2-oxo-1,3-diazinan-1-yl]methyl}piperidin-1-yl)-2-(2,6-dioxopiperidin-3-yl)isoindole-1,3-dione BrC=1C=C(C=CC1)N1C(N(CCC1)CC1CCN(CC1)C=1C=C2C(N(C(C2=CC1)=O)C1C(NC(CC1)=O)=O)=O)=O